Cl.C(C)N=C=NCCCN(C)C 3-(ethyliminomethyleneamino)-N,N-dimethyl-1-propanamine hydrochloride